COC1=C(C=CC(=C1)OC)N1C(C(=C(C2=C1N=C(N=C2)NC2=C(C=CC=C2)OC)O)C#N)=O 8-(2,4-dimethoxyphenyl)-5-hydroxy-2-((2-methoxyphenyl)amino)-7-oxo-7,8-dihydropyrido[2,3-d]pyrimidine-6-carbonitrile